ClC1=C(C(=CN(C1=O)C)C=1NC2=CC=C(C=C2C1C(C)C)C1CCN(CC1)C(C(=O)N)(C)C)C 2-(4-(2-(5-chloro-1,4-dimethyl-6-oxo-1,6-dihydropyridin-3-yl)-3-isopropyl-1H-indol-5-yl)piperidin-1-yl)-2-methylpropanamide